(S)-1-(6-(dimethylamino)-5-methylpyridin-3-yl)-3-(3-(1-((2-ethyl-2H-pyrazolo[3,4-b]pyrazin-6-yl)amino)ethyl)phenyl)urea CN(C1=C(C=C(C=N1)NC(=O)NC1=CC(=CC=C1)[C@H](C)NC=1C=NC=2C(N1)=NN(C2)CC)C)C